ethyl 4-[(E)-2-(5-chloro-1-isopropylimidazol-4-yl)ethenyl]-2-(methylamino)-1,3-thiazole-5-carboxylate ClC1=C(N=CN1C(C)C)/C=C/C=1N=C(SC1C(=O)OCC)NC